(R)-4-amino-6-(4-chloro-3,5-dimethyl-1H-pyrazol-1-yl)-6'-(3-methoxypyrrolidine-1-yl)-[2,2'-bipyridine]-3-carbonitrile NC1=C(C(=NC(=C1)N1N=C(C(=C1C)Cl)C)C1=NC(=CC=C1)N1C[C@@H](CC1)OC)C#N